C(C)(C)C1=NOC(=N1)N1CCC(CC1)[C@@H](C)OC1=NN2C(S1)=NC(=C2)C2=NC=C(N=C2)Cl 2-((R)-1-(1-(3-isopropyl-1,2,4-oxadiazol-5-yl)piperidin-4-yl)ethoxy)-6-(5-chloropyrazin-2-yl)imidazo[2,1-b][1,3,4]thiadiazole